ClC1=NC=C(C(=C1F)C1=C(C=NC(=C1)C)C(=O)NC=1SC(=NN1)OC1CC(C1)OC)OC 2'-chloro-3'-fluoro-5'-methoxy-N-(5-((1r,3r)-3-methoxycyclobutoxy)-1,3,4-thiadiazol-2-yl)-6-methyl-(4,4'-bipyridine)-3-carboxamide